OC(CCC(=O)O)CCCCCCCCCCCC.C(C)(=O)O acetic acid (2-hydroxytetradecyl acetate)